C(C)(=O)N1CCC2=CC(=CC=C12)C(CCN1CCN(CC1)C1=C(C=CC=C1)OC)=O 1-(1-acetylindolin-5-yl)-3-(4-(2-methoxyphenyl)piperazin-1-yl)propan-1-one